ClC=1C(=C(C=CC1)F)C 3-chloro-2-methyl-fluorobenzene